(2R,4R)-N-((S)-1-(((1H-Pyrrolo[3,2-c]pyridin-2-yl)methyl)amino)-1-oxopropan-2-yl)-4-((4-bromo-5-chlorothiophen-2-yl)methyl)pyrrolidine-2-carboxamide N1C(=CC=2C=NC=CC21)CNC([C@H](C)NC(=O)[C@@H]2NC[C@H](C2)CC=2SC(=C(C2)Br)Cl)=O